C(CCC)OC1=CC=C(C=C1)CCC[C@@H](C(=O)OC)N1CCN(CCN(CCN(CC1)CC(=O)O)CC(=O)O)CC(=O)O 2,2',2''-{10-[(2S)-5-(4-butoxyphenyl)-1-methoxy-1-oxopent-2-yl]1,4,7,10-tetraazacyclododecane-1,4,7-triyl}triacetic acid